[(3S)-3-(1H-1,2,4-Triazol-5-yl)pyrrolidin-1-yl]-[6-[[6-(trifluoromethoxy)-3-pyridyl]methyl]-2-azaspiro[3.3]heptan-2-yl]methanone N1N=CN=C1[C@@H]1CN(CC1)C(=O)N1CC2(C1)CC(C2)CC=2C=NC(=CC2)OC(F)(F)F